N1C[C@H](CCC1)NC(OCCCC)=O butyl N-[(3S)-3-piperidyl]carbamate